N1-benzylpropane-1,2-diamine C(C1=CC=CC=C1)NCC(C)N